CN1N=C(C=C1C(=O)N[C@H](C(=O)O)C)C(F)(F)F (2S)-2-[[2-methyl-5-(trifluoromethyl)pyrazole-3-carbonyl]amino]propanoic acid